FC1=CC=C(C=C1)C(=O)N1C(C=2N(CC1)C(=NN2)C2=NC(=NS2)C)CCN2CC(C2)F (4-Fluorophenyl)(8-(2-(3-fluoroazetidin-1-yl)ethyl)-3-(3-methyl-1,2,4-thiadiazol-5-yl)-5,6-dihydro-[1,2,4]triazolo[4,3-a]pyrazin-7(8H)-yl)methanone